4-(tert-butyl) 1-methyl acryloyl-L-aspartate C(C=C)(=O)N[C@@H](CC(=O)OC(C)(C)C)C(=O)OC